[Al+3].P([O-])([O-])[O-] phosphorous acid, aluminium salt